C1(CC1)N1CCN(CC1)C1CCN(CC1)C1=C(C=C(C(=C1)OC)NC1=NC=NC(=C1)N1OCC[C@@H]1C1=CC(=C(C=C1)Cl)Cl)NC(C=C)=O N-(2-(4-(4-cyclopropylpiperazine-1-yl)piperidine-1-yl)-5-((6-((R)-3-(3,4-dichlorophenyl)isoxazolidine-2-yl)pyrimidine-4-yl)amino)-4-methoxy-phenyl)acrylamide